3-chloro-6-(2,3-dichlorophenyl)-5-methylpyrazine-2-carbonitrile ClC=1C(=NC(=C(N1)C)C1=C(C(=CC=C1)Cl)Cl)C#N